C[C@H]1[C@H]([C@H]([C@@H]([C@@H](O1)O[C@@H]2[C@H]([C@H]([C@H](O[C@H]2O[C@@H]3[C@H]([C@@H](O[C@@H]([C@H]3O)CO)O[C@H]4[C@H]([C@H](O[C@H]([C@@H]4O)O[C@@H]5[C@H](OC([C@@H]([C@H]5O)O)O)CO)CO[C@H]6[C@@H]([C@H]([C@@H]([C@H](O6)CO)O[C@H]7[C@@H]([C@H]([C@H]([C@H](O7)CO[C@@]8(C[C@@H]([C@H]([C@@H](O8)[C@@H]([C@@H](CO)O)O)NC(=O)C)O)C(=O)O)O)O)O)O)NC(=O)C)O)NC(=O)C)CO)O)O)O)O)O The molecule is a branched amino octasaccharide comprising a linear pentasaccharide chain of N-acetyl-alpha-neuraminyl, beta-D-galactosyl, N-acetyl-beta-D-glucosaminyl, beta-D-galactosyl and D-glucose residues linked sequentially (2->6), (1->4), (1->6) and (1->4), to the galactose residue nearer to the reducing end is also linked (1->3) a linear alpha-L-fucosyl-(1->2)-beta-D-galactosyl-(1->3)-N-acetyl-beta-D-glucosaminyl trisaccharide unit. It is an amino octasaccharide and a glucosamine oligosaccharide.